4-(dicyanomethylene)-2-methyl-6-(4-dimethylaminophenylvinyl)-4H-pyran C(#N)C(=C1C=C(OC(=C1)C=CC1=CC=C(C=C1)N(C)C)C)C#N